CN1CC2=CC(=CC(=C2CC1)C)C=1N=C(C(=NC1)N)OCC1=CC(=NC=C1)C#CC 5-(2,5-dimethyl-1,2,3,4-tetrahydroisoquinolin-7-yl)-3-((2-(prop-1-ynyl)pyridin-4-yl)methoxy)pyrazin-2-amine